FC(C(=O)O)(F)F.FC(C(=O)O)(F)F.FC1=C(C=CC(=C1)C=1CCNCC1)NC(=O)C=1SC(=CC1)C=1CCNCC1 N-(2-fluoro-4-(1,2,3,6-tetrahydropyridin-4-yl)phenyl)-5-(1,2,3,6-tetrahydropyridin-4-yl)thiophene-2-carboxamide bistrifluoroacetic acid salt